4-(cyclopropylamino)-N-(2,6-dimethylphenyl)-2-((4-(piperazin-1-yl)phenyl)amino)pyrimidine-5-carboxamide C1(CC1)NC1=NC(=NC=C1C(=O)NC1=C(C=CC=C1C)C)NC1=CC=C(C=C1)N1CCNCC1